(2R,5S)-4-amino-2,5-dimethylpiperidine-1-carboxylic acid tert-butyl ester acetate C(C)(=O)O.C(C)(C)(C)OC(=O)N1[C@@H](CC([C@H](C1)C)N)C